CN(C(OC(C)(C)C)=O)C=1C(=NC=C(C1)C(F)(F)F)NC1=NC(=NS1)C1=NC=C(C=C1)OC1COC1 tert-Butyl methyl(2-((3-(5-(oxetan-3-yloxy)pyridin-2-yl)-1,2,4-thiadiazol-5-yl) amino)-5-(trifluoromethyl)pyridin-3-yl)carbamate